alpha-estradiol C[C@@]12CC[C@@H]3C4C=CC(O)=CC=4CC[C@H]3[C@@H]2CC[C@H]1O